N=C1N(C(OC1[C@H](C[C@H]1C(NCC1)=O)NC(=O)[C@H](CC(C)C)NC(=O)C=1NC2=CC=CC(=C2C1)OC)=O)C(C)C N-[(1S)-1-[[(1S)-1-(4-imino-3-isopropyl-2-oxo-oxazolidin-5-yl)-2-[(3S)-2-oxopyrrolidin-3-yl]ethyl]carbamoyl]-3-methyl-butyl]-4-methoxy-1H-indole-2-carboxamide